C(CC)SC=1NC(C2=C(N1)NC(CC2C2=CC=C(C=C2)OCC)=O)=O 2-propylmercapto-5-(4-ethoxyphenyl)-5,6-dihydropyrido[2,3-d]pyrimidine-4,7(3H,8H)-dione